ClC1=CC=C(C(=O)C2=C(C=CC=C2)C=2N(CCN2)C(C=C(C)C)=O)C=C1 1-(2-(2-(4-chlorobenzoyl)phenyl)-4,5-dihydro-1H-imidazol-1-yl)-3-methylbut-2-en-1-one